C(C)(C)(C)[Si](OC=1C=C2C=NN(C2=CC1)C1OCCCC1)(C)C tert-butyl-dimethyl-(1-tetrahydropyran-2-ylindazol-5-yl)oxy-silane